C(C)(C)C1=NC2=CC=CC=C2C=N1 2-isopropyl-quinazoline